N-phenyltrifluoroacetimidoyl chloride C1(=CC=CC=C1)N=C(C(F)(F)F)Cl